4-methoxy-5-(4,4,5,5-tetramethyl-1,3,2-dioxaborolan-2-yl)pyrimidine COC1=NC=NC=C1B1OC(C(O1)(C)C)(C)C